S(=O)(=O)(O)C1=CC=C(C=C1)N1N=C(CC1=O)C(=O)O 1-(4-sulfophenyl)-3-carboxyl-5-pyrazolone